tert-Butyl N-[4-cyano-2-isopropyl-5-[4-[2-oxo-2-[(5-spiro[2.3]hexan-2-ylisoxazol-3-yl)amino]ethyl]phenyl] pyrazol-3-yl]carbamate C(#N)C1=C(N(N=C1C1=CC=C(C=C1)CC(NC1=NOC(=C1)C1CC12CCC2)=O)C(C)C)NC(OC(C)(C)C)=O